(S)-6-((2,6-dimethylpyrimidin-4-yl)amino)-N-(methyl-d3)-4-((5-methyl-1-oxo-1,2,3,3a,4,5-hexahydropyrrolo[1,2-a]quinoxalin-6-yl)amino)nicotinamide CC1=NC(=CC(=N1)NC1=NC=C(C(=O)NC([2H])([2H])[2H])C(=C1)NC1=C2N(C[C@H]3N(C2=CC=C1)C(CC3)=O)C)C